3-Methyl-4-nitro-5-(1,3,4-triphenyl-4,5-dihydro-1H-pyrazol-5-yl)isoxazole Di(2-ethylhexyl)cyclohexanedicarboxylate C(C)C(COC(=O)C1(CCCCC1)C(=O)OCC(CCCC)CC)CCCC.CC1=NOC(=C1[N+](=O)[O-])C1C(C(=NN1C1=CC=CC=C1)C1=CC=CC=C1)C1=CC=CC=C1